(7S)-11-chloro-9-(2,6-difluorophenyl)-N-(2-hydroxyethyl)-7-methyl-12-(trifluoromethyl)-2,5,8,13-tetraazatricyclo[8.4.0.02,6]tetradeca-1(10),3,5,8,11,13-hexa-ene-4-carboxamide ClC=1C=2C(=N[C@H](C3=NC(=CN3C2C=NC1C(F)(F)F)C(=O)NCCO)C)C1=C(C=CC=C1F)F